(S)-N-(4-(2H-tetrazol-5-yl)phenyl)-2-(4-(2-acetyl-5-chlorophenyl)-5-methoxy-2-oxopyridin-1(2H)-yl)-4-methoxybutyramide N=1NN=NC1C1=CC=C(C=C1)NC([C@H](CCOC)N1C(C=C(C(=C1)OC)C1=C(C=CC(=C1)Cl)C(C)=O)=O)=O